C(C)(=O)[O-].[V+3].C(C)(=O)[O-].C(C)(=O)[O-] Vanadium(III) acetat